NCC1=NC=C2C=CC(=NC2=C1)C1=CC(=CC(=N1)N1CC(C(C(C1)C)O)C)F 1-(6-(7-(aminomethyl)-1,6-naphthyridin-2-yl)-4-fluoropyridin-2-yl)-3,5-dimethylpiperidin-4-ol